C1=C(C=CC=2OC3=C(C21)C=CC=C3)CNC3=CN=C(N(C3=O)CC(=O)NCC3=CC=2C=NC=CC2N3S(=O)(=O)C3=CC=CC=C3)SC 2-(5-((Dibenzo[b,d]furan-2-ylmethyl)amino)-2-(methylthio)-6-oxopyrimidin-1(6H)-yl)-N-((1-(phenylsulfonyl)-1H-pyrrolo[3,2-c]pyridine-2-yl)methyl)acetamide